di(4-t-butylphenyl)pentaerythritol C(C)(C)(C)C1=CC=C(C=C1)C(O)(C(CO)(CO)CO)C1=CC=C(C=C1)C(C)(C)C